C(C=C)C(CO)(CO)CC=C 2,2-diallyl-propane-1,3-diol